2,3,4,5-tetrakis(3,6-dimethyl-9H-carbazol-9-yl)-6-(pyridin-4-yl)benzonitrile CC=1C=CC=2N(C3=CC=C(C=C3C2C1)C)C1=C(C#N)C(=C(C(=C1N1C2=CC=C(C=C2C=2C=C(C=CC12)C)C)N1C2=CC=C(C=C2C=2C=C(C=CC12)C)C)N1C2=CC=C(C=C2C=2C=C(C=CC12)C)C)C1=CC=NC=C1